1-(4-(difluoromethoxy)phenyl)-3-(2-((dimethylamino)methyl)-1-methyl-1H-benzo[d]imidazol-6-yl)-7-ethoxy-1,8-naphthyridin-2(1H)-one FC(OC1=CC=C(C=C1)N1C(C(=CC2=CC=C(N=C12)OCC)C=1C=CC2=C(N(C(=N2)CN(C)C)C)C1)=O)F